(3S)-3-(3-methyl-2-oxobutoxy)pyrrolidine-1-carboxylic acid tert-butyl ester C(C)(C)(C)OC(=O)N1C[C@H](CC1)OCC(C(C)C)=O